2-((1-(3,6-dimethyl-4-oxo-2-(2-azaspiro[3.5]non-2-yl)-3,4-dihydro-quinazolin-8-yl)ethyl)amino)benzoic acid CN1C(=NC2=C(C=C(C=C2C1=O)C)C(C)NC1=C(C(=O)O)C=CC=C1)N1CC2(C1)CCCCC2